3-methacryloxypropyldimethylchlorosilane tert-butyl-3-[[6-methoxy-5-(trifluoromethyl)-3-pyridyl]carbamoyl]-5,7-dihydro-4H-thieno[2,3-c]pyridine-6-carboxylate C(C)(C)(C)OC(=O)N1CC2=C(CC1)C(=CS2)C(NC=2C=NC(=C(C2)C(F)(F)F)OC)=O.C(C(=C)C)(=O)OCCC[Si](Cl)(C)C